C(C)(C)(C)OC(=O)N1[C@@H]2[C@H](NC[C@H]1CC2)C=C (1S,2R,5R)-2-vinyl-3,8-diazabicyclo[3.2.1]octane-8-carboxylic acid tert-butyl ester